C(C#C)(=O)OO Monohydroxy (Propiolate)